ClC1=NC=C(C(=N1)C1=NC2=C(N1COCC[Si](C)(C)C)C=CC=C2)Cl (2,5-dichloropyrimidin-4-yl)-1-((2-(trimethylsilyl)ethoxy)methyl)-1H-benzo[d]imidazole